Ethyl 3-(7-{[(2R)-2-ethyl-7-hydroxy-2,3-dihydropyrido[2,3-f][1,4]oxazepin-4(5H)-yl]methyl}-1-benzothiophen-5-yl)-3-(1,4,7-trimethyl-1H-benzotriazol-5-yl)propanoate C(C)[C@H]1OC2=C(CN(C1)CC1=CC(=CC=3C=CSC31)C(CC(=O)OCC)C3=C(C1=C(N(N=N1)C)C(=C3)C)C)N=C(C=C2)O